ClC1=NC(=NC=2C(=C(C3=C(C12)COC3)Cl)F)Cl 1,3,6-trichloro-5-fluoro-7,9-dihydrofuro[3,4-f]quinazoline